CN(C(=O)N1CC(CCC1)C(=O)OCCCN1N=C(C=2C(NCC3(CCOCC3)CC21)=O)CC)C 3-(3-ethyl-4-oxo-spiro[6,8-dihydro-5H-pyrazolo[4,3-c]azepine-7,4'-tetrahydropyran]-1-yl)propyl 1-(dimethylcarbamoyl)piperidine-3-carboxylate